2-(2-Ethoxy-3-fluorophenyl)-4,4,5,5-tetramethyl-1,3,2-dioxaborolane C(C)OC1=C(C=CC=C1F)B1OC(C(O1)(C)C)(C)C